tetrabutylphosphonium 3,5-dicarboxybenzenesulfonate C(=O)(O)C=1C=C(C=C(C1)C(=O)O)S(=O)(=O)[O-].C(CCC)[P+](CCCC)(CCCC)CCCC